2-chloro-1,1,1,3,3-pentafluoropropane ClC(C(F)(F)F)C(F)F